C(CCCCCC(C)C)C(=O)C methyl isononyl ketone